((1R,4R,7R)-7-amino-2-azabicyclo[2.2.1]heptan-2-yl)(2-(1-(cyclopropylmethyl)-1,6,7,8-tetrahydropyrrolo[2,3-e]indol-2-yl)-7-fluoro-1-methyl-1H-benzo[d]imidazol-5-yl)methanone N[C@H]1[C@@H]2N(C[C@H]1CC2)C(=O)C2=CC1=C(N(C(=N1)C1=CC=3C(=C4CCNC4=CC3)N1CC1CC1)C)C(=C2)F